2-(2-chloropyridin-4-yl)-2,2-difluoroethyl acetate C(C)(=O)OCC(F)(F)C1=CC(=NC=C1)Cl